1-[2-[(4-chlorophenyl)methylsulfanyl]-2-(2,4-dichlorophenyl)ethyl]imidazole ClC1=CC=C(C=C1)CSC(CN1C=NC=C1)C1=C(C=C(C=C1)Cl)Cl